C(#N)C1=CC=C(CNC(=O)C2=CC=3C(=C(N=NC3)OCC3(CC3)S(=O)(=O)C(C)C)N(C2=O)C)C=C1 N-(4-cyanobenzyl)-8-((1-(isopropylsulfonyl)cyclopropyl)methoxy)-1-methyl-2-oxo-1,2-dihydropyrido[2,3-d]pyridazine-3-carboxamide